C1(CC1)C1=CC=C(C=N1)[C@H]1N(OCC1)C(C(C)(C)C)=O 1-[(3S)-3-(6-cyclopropylpyridin-3-yl)-1,2-oxazolidin-2-yl]-2,2-dimethylpropan-1-one